trans-5-ethyl-7-hydroxy-6,7-dihydro-5H-pyrrolo[1,2-b][1,2,4]triazole-2-carboxylic acid ethyl ester C(C)OC(=O)C=1N=C2N(N1)[C@@H](C[C@H]2O)CC